N1(CCC1)C1=CC=C2C3(CC=4C(=NOC4C2=C1)NS(=O)(=O)C1=C(C=C(C(=O)NC)C=C1OC)OC)C(C3)C 4-(N-(8'-(azetidin-1-yl)-2-methyl-4'H-spiro[cyclopropane-1,5'-naphtho[2,1-d]isoxazol]-3'-yl)sulfamoyl)-3,5-dimethoxy-N-methylbenzamide